BrC1=C(C=C2C(=NC(=NC2=C1F)Cl)N1CCC(CC1)CO)C(F)(F)F (1-(7-bromo-2-chloro-8-fluoro-6-(trifluoromethyl)quinazolin-4-yl)piperidin-4-yl)methanol